5,6,7,8-tetrahydronaphthalene-2-carbonitrile C1=C(C=CC=2CCCCC12)C#N